N-(5-Fluoro-2-pyridyl)-11-oxo-1-azatricyclo[6.3.1.04,12]dodeca-4(12),5,7,9-tetraene-10-carboxamide FC=1C=CC(=NC1)NC(=O)C1=CC2=CC=CC=3CCN(C1=O)C32